methyl 3-(4-{3-[(trifluoromethoxy)methyl]azetidine-1-carbonyl}-1H-pyrazol-1-yl)bicyclo[1.1.1]pentane-1-carboxylate FC(OCC1CN(C1)C(=O)C=1C=NN(C1)C12CC(C1)(C2)C(=O)OC)(F)F